[2-[[(3R)-1-Ethyl-3-piperidyl]amino]oxazolo[4,5-b]pyrazin-5-yl]-3-hydroxy-5-methyl-benzonitrile C(C)N1C[C@@H](CCC1)NC=1OC=2C(=NC(=CN2)C2=C(C#N)C=C(C=C2O)C)N1